BrC1=CC=C(C=C1)N1C(C(CCC1=O)F)=O 4-Bromophenyl-3-fluoropiperidine-2,6-dione